NCC(O)C1=C(N=C(S1)C1=C(C=C(C#N)C=C1)OC1=NC(=NC(=C1)C1=CC=CC=C1)C)C 4-[5-(2-amino-1-hydroxyethyl)-4-methyl-1,3-thiazol-2-yl]-3-(2-methyl-6-phenylpyrimidin-4-yl)oxybenzonitrile